4-(((Z)-4-oxo-5-((Z)-2-oxoindolin-3-ylidene)-3-phenylthiazolidin-2-ylidene)amino)benzenesulphonamide O=C/1N(/C(/S\C1=C\1/C(NC2=CC=CC=C12)=O)=N/C1=CC=C(C=C1)S(=O)(=O)N)C1=CC=CC=C1